3-(4-(2-(5-fluoro-2-methylpyridin-4-yl)-3-isopropyl-1H-indol-5-yl)piperidin-1-yl)propionitrile FC=1C(=CC(=NC1)C)C=1NC2=CC=C(C=C2C1C(C)C)C1CCN(CC1)CCC#N